C(C)(C)(C)OC(=O)N1[C@H]2COC[C@@H]1CC(C2)C(=O)O (1R,5S)-9-(tert-butoxycarbonyl)-3-oxa-9-azabicyclo[3.3.1]nonane-7-carboxylic acid